1-Ethyl-3-(5-(2-fluoro-5-((7-methoxy-4-oxo-3,4-dihydrophthalazin-1-yl)methyl)phenyl)-1H-benzoimidazol-2-yl)urea C(C)NC(=O)NC1=NC2=C(N1)C=CC(=C2)C2=C(C=CC(=C2)CC2=NNC(C1=CC=C(C=C21)OC)=O)F